(1Z)-4-bromo-N-isopropyl-phenylhydrazinium bromide [Br-].BrC1=CC=C(C=C1)[NH+](N)C(C)C